2-((6-bromo-2-ethylimidazo[1,2-a]pyrimidin-3-yl)(ethyl)amino)-4-(4-fluorophenyl)thiazole-5-carbonitrile BrC=1C=NC=2N(C1)C(=C(N2)CC)N(C=2SC(=C(N2)C2=CC=C(C=C2)F)C#N)CC